2,2-bis(4-Chlorophenyl)-1-[4-(5-hydroxy-2-pyridyl)piperazine-yl]ethanone ClC1=CC=C(C=C1)C(C(=O)N1CCN(CC1)C1=NC=C(C=C1)O)C1=CC=C(C=C1)Cl